CC1=CC=C(COC=2C(=NC(=NC2)NC2=CC=C(C=C2)N2CCN(CC2)C)NC2=C(C=CC=C2)NC(C=C)=O)C=C1 N-(2-((5-((4-methylbenzyl)oxy)-2-((4-(4-methylpiperazin-1-yl)phenyl)amino)pyrimidin-4-yl)amino)phenyl)acrylamide